NC1=C(SC(=C1C1=C(C(=CC=C1)F)F)Cl)S(=O)(=O)NC(NCC1=CC=CC=C1)=S 3-amino-N-(benzylcarbamothioyl)-5-chloro-4-(2,3-difluorophenyl)thiophene-2-sulfonamide